Cl.C1(=CC=CC=C1)C(O[Si](OC)(OC)CCCN)CCN phenyl-aminoethyl-gamma-aminopropyl-trimethoxysilane hydrochloride